Cl.CC=1C=2N(C=C(N1)C)C=C(C2)C2=CC1=C(C=N2)N=C(S1)N(C1CC(NC(C1)(C)C)(C)C)C 6-(1,3-dimethylpyrrolo[1,2-a]pyrazin-7-yl)-N-methyl-N-(2,2,6,6-tetramethylpiperidin-4-yl)[1,3]thiazolo[4,5-c]pyridin-2-amine hydrochloride